(R)-2-bromo-6-(methoxymethyl)-5-((6-methylpyridin-2-yl)methyl)-6,7-dihydropyrazolo[1,5-a]Pyrazin-4(5H)-one BrC1=NN2C(C(N([C@H](C2)COC)CC2=NC(=CC=C2)C)=O)=C1